C(#N)[C@H](C[C@H]1C(NCC1)=O)NC([C@H](CC(C)C)NC(=O)C=1NC2=C(C=CC=C2C1)C(F)(F)F)=O N-[(2S)-1-({(1S)-1-cyano-2-[(3S)-2-oxopyrrolidin-3-yl]ethyl}amino)-4-methyl-1-oxopentan-2-yl]-7-(trifluoromethyl)-1H-indole-2-carboxamide